1,3,5-tris(4-pyridyl)-benzene N1=CC=C(C=C1)C1=CC(=CC(=C1)C1=CC=NC=C1)C1=CC=NC=C1